(trimethylsilyl)ethyl-N-(2-aminoethyl)-N2-{[2-(trimethylsilyl)ethoxy]carbonyl}-L-glutamate C[Si](C)(C)CCOC([C@@H](N(C(=O)OCC[Si](C)(C)C)CCN)CCC(=O)[O-])=O